Ethyl 4-(6-bromo-5-nitro-indazol-2-yl)cyclohexanecarboxylate BrC=1C(=CC2=CN(N=C2C1)C1CCC(CC1)C(=O)OCC)[N+](=O)[O-]